BrC=1C=CC=C2C=NN=C(C12)C(NC(=O)[C@@H]1[C@H]2C([C@H]2CN1C([C@H](C(C)(C)C)NC(C(F)(F)F)=O)=O)(C)C)C#N (1R,2S,5S)-N-[(8-bromophthalazin-1-yl)-cyano-methyl]-3-[(2S)-3,3-dimethyl-2-[(2,2,2-trifluoroacetyl)amino]butanoyl]-6,6-dimethyl-3-azabicyclo[3.1.0]hexane-2-carboxamide